C(#N)C1=CC=C2C=CN(C2=C1)C[C@@H]1CC[C@H](CC1)C(=O)OC methyl trans-4-[(6-cyanoindol-1-yl)methyl]cyclohexanecarboxylate